C(C)(=O)CC(C)=O.[Cr+3] chromium (III) acetylacetone